C(=O)(O)[C@H](CC(=O)N1CC2=NC=C(N=C2C1)OC)C 6-((S)-3-carboxybutanoyl)-3-methoxy-6,7-dihydro-5H-pyrrolo[3,4-b]pyrazin